4-((6-ethynyl-2-(4-ethynylphenyl)imidazo[1,2-a]pyridin-3-yl)amino)benzoic acid C(#C)C=1C=CC=2N(C1)C(=C(N2)C2=CC=C(C=C2)C#C)NC2=CC=C(C(=O)O)C=C2